FC1=CC=C(C=C1)C(CO[Si](C)(C)C)C=1C=NC(=NC1)N1CCNCC1 5-(1-(4-fluorophenyl)-2-((trimethylsilyl)oxy)ethyl)-2-(piperazin-1-yl)pyrimidine